ClC1=NC(=NC(=C1N)Cl)SCC 4,6-dichloro-2-(ethylsulfanyl)pyrimidin-5-amine